C(C)N(C1=CC=C(C=C1)C=C(C#N)C(=O)N1CCOCC1)CC [4-(diethylamino)phenyl]-2-(morpholine-4-carbonyl)prop-2-enenitrile